methyl-norbornene-5-ene-2,3-dicarboxylic anhydride CC12C(=C3C=CC1C3)C(=O)OC2=O